bisaminophosphaphenanthrene NC=1C(=PC=2C=CC3=CC=CC=C3C2C1)N